COC=1C=C2C(=NC=NC2=CC1OCC1CCN(CC1)C)NC1=CC=C(OC=2C=C(C=CC2)C(C)=O)C=C1 (3-(4-((6-methoxy-7-((1-methylpiperidin-4-yl)methoxy)quinazolin-4-yl)amino)phenoxy)phenyl)ethan-1-one